Cl.NC=1C=NN(C1)C(C)C 4-amino-1-isopropylpyrazole hydrochloride